C(C)(C)N1N=NC(=C1)C=C1CN(CC(C1=O)=CC=1N=NN(C1)C(C)C)S(=O)(=O)CCC 3,5-bis((1-isopropyl-1H-1,2,3-triazol-4-yl)methylene)-1-(propylsulfonyl)piperidin-4-one